C1(CCCC1)CCC(=O)N1CCN(CC1)C=1SC2=C(N1)C=CC(=C2)C(=O)O 2-(4-(3-cyclopentylpropanoyl)piperazin-1-yl)benzo[d]thiazole-6-carboxylic acid